C(C(=C)C)(=O)OCCC[Si](C)(C)OCC gamma-methacryloxypropyl-ethoxydimethyl-silane